6-(6-(2-fluoroethyl)-5-oxo-6,7-dihydro-5H-pyrrolo[3,4-b]pyridin-3-yl)-5-(2-((1-methylcyclopentyl)methyl)oxazol-5-yl)picolinonitrile FCCN1CC2=NC=C(C=C2C1=O)C1=C(C=CC(=N1)C#N)C1=CN=C(O1)CC1(CCCC1)C